iron-scandium [Sc].[Fe]